(5R)-3-(3,5-difluorophenyl)-5-methyl-N-[rel-(3R,5R)-5-(methylsulfonylcarbamoyl)tetrahydrofuran-3-yl]-4H-isoxazole-5-carboxamide FC=1C=C(C=C(C1)F)C1=NO[C@](C1)(C(=O)N[C@H]1CO[C@H](C1)C(NS(=O)(=O)C)=O)C |o1:16,19|